[C@H]1([C@H](O)[C@@H](O)[C@H](O)[C@H](O1)CO)ON1C(C=CC1)=O (5R)-(R-D-glucopyranosyloxy)-1,5-dihydro-2H-pyrrol-2-one